hexadecyl-tetramethylammonium bromide [Br-].C(CCCCCCCCCCCCCCC)C[N+](C)(C)C